4-(4-chlorobenzyl)-7-benzyl-6,7,8,9-tetrahydropyrido[3,4-e][1,2,4]triazolo[1,5-a]pyrimidine-5(4H)-one ClC1=CC=C(CN2C=3N(C4=C(C2=O)CN(CC4)CC4=CC=CC=C4)N=CN3)C=C1